C(C)C=1C(=CC=C2C=C(C=C(C12)C1=C(C=2N=C(N=C(C2C=N1)N1C[C@](CCC1)(C)O)OCC1(CC1)C=O)F)OCOC)F (R)-1-(((7-(8-ethyl-7-fluoro-3-(methoxymethoxy)naphthalen-1-yl)-8-fluoro-4-(3-hydroxy-3-methylpiperidin-1-yl)pyrido[4,3-d]pyrimidin-2-yl)oxy)methyl)cyclopropane-1-carbaldehyde